FC1=C(C=CC(=C1OC)OC)C1=CC=CC(=N1)C1CB(OC1)O 4-(6-(2-Fluoro-3,4-dimethoxyphenyl)pyridin-2-yl)-1,2-oxaborolan-2-ol